8-nitro-7-vinyl-quinoline [N+](=O)([O-])C=1C(=CC=C2C=CC=NC12)C=C